C(C)C=1C(=C(C=CC1O)C1=CC=C(C=C1)O)CC diethyl-4,4'-dihydroxybiphenyl